(1-((1-methylcyclopropyl)sulfonyl)piperidin-4-yl)carbamic acid tert-butyl ester C(C)(C)(C)OC(NC1CCN(CC1)S(=O)(=O)C1(CC1)C)=O